C[C@@H]1C[C@H](N(C1=O)C(=O)OC(C)(C)C)C(=O)OCC1=CC=CC=C1 2-benzyl 1-(tert-butyl) (2S,4R)-4-methyl-5-oxopyrrolidine-1,2-dicarboxylate